1-(5-tert-butyl-1,2-oxazol-3-yl)-3-(4-{7-[2-(morpholin-4-yl)ethoxy]imidazo[2,1-b][1,3]benzothiazol-2-yl}phenyl)urea C(C)(C)(C)C1=CC(=NO1)NC(=O)NC1=CC=C(C=C1)C=1N=C2SC3=C(N2C1)C=CC(=C3)OCCN3CCOCC3